C(C1=CC=CC=C1)OC(N(C1(CCC1)C)C)=O methyl-(1-methylcyclobutyl)carbamic acid benzyl ester